(2-bromo-4-fluoro-phenyl)boronic acid BrC1=C(C=CC(=C1)F)B(O)O